10-chloro-naphtho[2',1':4,5]furo[3,2-d]pyrimidine ClC=1C2=C(N=CN1)C1=C(O2)C=2C=CC=CC2C=C1